5-cyclopropyl-N-[imidazolidin-2-ylidene]-6-({3-[(propan-2-yl)carbamoyl]phenyl}amino)pyridine-3-carboxamide C1(CC1)C=1C=C(C=NC1NC1=CC(=CC=C1)C(NC(C)C)=O)C(=O)N=C1NCCN1